6-chloro-5-isopropoxypyrimidin-4-amine ClC1=C(C(=NC=N1)N)OC(C)C